trichloromethyl N-[4-(difluoromethoxy)-2-fluorophenyl]-N-ethylcarbamate FC(OC1=CC(=C(C=C1)N(C(OC(Cl)(Cl)Cl)=O)CC)F)F